FC1(CCC(CC1)C=1C(=NC(=NC1N1CCOCC1)N1N=C(C=C1)C)N)F (4,4-difluorocyclohexyl)-2-(3-methyl-1H-pyrazol-1-yl)-6-morpholinopyrimidine-4-amine